C1C(CC2=CC=CC=C12)NC(=O)C1=NC(=CC(=C1)NC(OC(C)(C)C)=O)NC1=CC(=CC=C1)F Tert-butyl (2-((2,3-dihydro-1H-inden-2-yl)carbamoyl)-6-((3-fluorophenyl)amino)pyridin-4-yl)carbamate